C(C1=CC=CC=C1)OC([C@@H](CC1=CN(C2=CC=CC=C12)C)NC([C@H](CCC(=O)OC(C)(C)C)NC(=O)OC(C)(C)C)=O)=O tert-butyl (S)-5-(((R)-1-(benzyloxy)-3-(1-methyl-1H-indol-3-yl)-1-oxopropan-2-yl)amino)-4-((tert-butoxycarbonyl)amino)-5-oxopentanoate